C(C#C)OC1=CC=C(N)C=C1 4-(Prop-2-ynyloxy)aniline